N'-(tert-butyldimethylsilyl)-3-fluoro-4-(2-hydroxypropan-2-yl)benzenesulfonimidamide [Si](C)(C)(C(C)(C)C)N=S(=O)(N)C1=CC(=C(C=C1)C(C)(C)O)F